FC=1C(=CC2=C(OCCN2CC2=CC=C(C=C2)OC)C1C(=O)O)[N+](=O)[O-] 7-Fluoro-4-(4-methoxybenzyl)-6-nitro-3,4-dihydro-2H-benzo[b][1,4]oxazine-8-carboxylic acid